spiro[4.5]decene C1=CCCC12CCCCC2